ClC1=C(C=NNC(N)=N)C=CC(=C1)O (2-chloro-4-hydroxybenzylidene)hydrazinecarboximidamide